2-(5-fluoro-2-methoxybenzyl)-4-hydroxy-5-methoxyisophthalonitrile FC=1C=CC(=C(CC2=C(C#N)C=C(C(=C2C#N)O)OC)C1)OC